(7,8-dimethylimidazo[1,2-a]pyridin-3-yl)(2-hydroxy-3-methylphenyl)methanone CC1=C(C=2N(C=C1)C(=CN2)C(=O)C2=C(C(=CC=C2)C)O)C